C(C)OC(=O)OC1=CC(=NC=C1)C1=NC=CC(=C1)OC 4-(ethoxycarbonyl)oxy-4'-methoxy-2,2'-bipyridyl